(3-((2,6-dimethyloct-7-en-2-yl)oxy)prop-1-en-1-yl)-4-ethylbenzene CC(C)(CCCC(C=C)C)OCC=CC1=CC=C(C=C1)CC